C(C1=CC=CC=C1)N1C[C@H]([C@@](CC1)(C)C#N)OC(C1=CC=C(C=C1)[N+](=O)[O-])=O |r| racemic-cis-4-nitrobenzoic acid 1-benzyl-4-cyano-4-methylpiperidin-3-yl ester